4-(Boc-amino)cyclohexanecarboxylic acid C(=O)(OC(C)(C)C)NC1CCC(CC1)C(=O)O